FC1(CCC(CC1)NC1=NC(=NC=C1C(=O)OCC)C=1SC=C(N1)C)F ethyl 4-((4,4-difluorocyclohexyl)amino)-2-(4-methylthiazol-2-yl)pyrimidine-5-carboxylate